COCCO[C@H]1[C@@H](O[C@@H]([C@H]1O)CO)N1C=NC=2C(N)=NC=NC12 O-methoxyethyl-adenosine